(2E,4E)-2-((4-hydroxy-3-methoxybenzyl)amino)-2-oxoethyl hexa-2,4-dienoate C(\C=C\C=C\C)(=O)OCC(=O)NCC1=CC(=C(C=C1)O)OC